C1OCC2=CC(=CC=C12)C(=O)O 1,3-dihydroisobenzofuran-5-carboxylic acid